C(C1=CC=CC=C1)N1CC=2C(=C(N=C(C2CC1)N1CCN(CC1)C(=O)OC(C)(C)C)OCCN1CCOCC1)C#N tert-butyl 4-(6-benzyl-4-cyano-3-(2-morpholinoethoxy)-5,6,7,8-tetrahydro-2,6-naphthyridin-1-yl)piperazine-1-carboxylate